tert-butyl ((1r,4r)-4-(6-(N-(tert-butoxycarbonyl)carbamimidoyl)-3-carbamoyl-1-(naphthalen-1-ylmethyl)-1H-indole-2-carboxamido)cyclohexyl)carbamate C(C)(C)(C)OC(=O)NC(=N)C1=CC=C2C(=C(N(C2=C1)CC1=CC=CC2=CC=CC=C12)C(=O)NC1CCC(CC1)NC(OC(C)(C)C)=O)C(N)=O